Cl.Cl.C1(CC1)CN[C@H]1[C@@H](C1)C1=CC=C(S1)C(=O)NC=1SC(=NN1)C 5-(trans-2-((cyclopropylmethyl)amino)cyclopropyl)-N-(5-methyl-1,3,4-thiadiazol-2-yl)thiophene-2-carboxamide Dihydrochloride